C(#N)C1=CC=C(C=C1)C(C(=O)O)CC(C(=O)O)C(=O)OCC 2-(4-cyanophenyl)-4-(ethoxycarbonyl)pentanedioic acid